OCC=1C=CC=2C=3C(C=NC2C1)=NN(C3)C(C(=O)OC)C(C)C methyl 2-(7-(hydroxymethyl)-2H-pyrazolo[3,4-c]quinolin-2-yl)-3-methylbutanoate